CIs-4-cyano-4-[3-(cyclopentyloxy)-4-methoxyphenyl]cyclohexane-1-carboxylic acid C(#N)C1(CCC(CC1)C(=O)O)C1=CC(=C(C=C1)OC)OC1CCCC1